O=C(C(=O)[O-])CCC=C Oxohexa-5-enoate